FC(C=1C=C(C=C(C1)C(F)(F)F)NC(=O)C1=NC(=CC=C1)C(=O)NC1CC2=C(C=CC=C2CC1)Br)(F)F N2-(3,5-Bis(trifluoromethyl)phenyl)-N6-(8-bromo-1,2,3,4-tetrahydronaphthalen-2-yl)pyridine-2,6-dicarboxamide